CP(=O)(C)C=1C=CC=C2CNC(C12)=O 7-(dimethylphosphoryl)isoindolin-1-one